9-(4-chloro-2-fluoro-phenyl)-7-[(2R)-2-(1-cyclopropylpyrazol-4-yl)morpholin-4-yl]-2,3-dimethyl-pyrido[1,2-a]pyrimidin-4-one ClC1=CC(=C(C=C1)C1=CC(=CN2C1=NC(=C(C2=O)C)C)N2C[C@H](OCC2)C=2C=NN(C2)C2CC2)F